C1(=CC=CC=C1)N(N=CC1=CC=C(C=C1)N(C1=CC=CC=C1)C1=CC=CC=C1)C1=CC=CC=C1 4-diphenylamino-benzaldehyde-N,N-diphenylhydrazone